5-(4-methoxyphenyl)-1H-imidazole COC1=CC=C(C=C1)C1=CN=CN1